ClC=1C=CC(=C(C1)C1=NN2C(CN(CC2)C(=O)[O-])=C1C1=C2C(=NC=C1)N(C=C2C)COCC[Si](C)(C)C)F 2-(5-chloro-2-fluorophenyl)-3-(3-methyl-1-{[2-(trimethylsilyl)ethoxy]methyl}-1H-pyrrolo[2,3-b]pyridin-4-yl)-6,7-dihydropyrazolo[1,5-a]pyrazine-5(4H)-carboxylate